amino-6-methoxypyridazine NC=1N=NC(=CC1)OC